(S)-N-((4-(2-(6-(Difluoromethyl)imidazo[1,2-b]pyridazin-3-yl)pyridin-4-yl)morpholin-2-yl)methyl)methanesulfonamide FC(C=1C=CC=2N(N1)C(=CN2)C2=NC=CC(=C2)N2C[C@H](OCC2)CNS(=O)(=O)C)F